(4,4',4''-[benzene-1,3,5-triyl-tris(acetylene-2,1-diyl)] tribenzoate) (biphenyl-4,4'-dicarboxylate) C1(=CC=C(C=C1)C(=O)O)C1=CC=C(C=C1)C(=O)O.C1(=CC(=CC(=C1)C#CC1=CC=C(C(=O)O)C=C1)C#CC1=CC=C(C(=O)O)C=C1)C#CC1=CC=C(C(=O)O)C=C1